ClC1=C(C=CC=C1)C1=NC=2N(C(N(C(C2N1C1=CC=C(C=C1)Cl)=O)COC(C(C)(C)C)=O)=O)C1CCCCC1 2,2-Dimethylpropanoic acid [8-(2-chlorophenyl)-7-(4-chlorophenyl)-3-cyclohexyl-2,6-dioxo-2,3,6,7-tetrahydro-1H-purin-1-yl]Methyl ester